8-iodo-6-nitro-1,2,3,4-tetrahydroisoquinoline IC=1C=C(C=C2CCNCC12)[N+](=O)[O-]